FC1(CCN(CC1)C(=O)C1=CC=C2C=CC(=CC2=C1)C=1C=C2C=NNC(C2=CC1)=O)F 6-(7-(4,4-difluoropiperidine-1-carbonyl)naphthalen-2-yl)phthalazin-1(2H)-one